C(CCCCCCC)(=O)C1=CC=C(C=C1)Br 4-n-octanoyl-bromobenzene